BrC1=CC(=C2CCCC3(CC=4N=C(N=C(C4CO3)Cl)SC)C2=C1)Cl 7-bromo-4',5-dichloro-2'-(methylthio)-3,4,5',8'-tetrahydro-2H-spiro[naphthalene-1,7'-pyrano[4,3-d]pyrimidine]